CC(CNC(C=C\C=C/CCCCC)=O)CC 4Z-decadienoic acid-N-(2-methylbutyl) amide